8-[(Dimethylamino)methyl]-7-hydroxy-3-(2-methoxyphenyl)-4H-chromen-4-one CN(C)CC=1C(=CC=C2C(C(=COC12)C1=C(C=CC=C1)OC)=O)O